BrC=1C=CC=C2C(=C(N=CC12)C(=O)N[C@H]1CCOC2=CC=CC=C12)C(C)C 8-bromo-N-[(4S)-3,4-dihydro-2H-chromen-4-yl]-4-isopropylisoquinoline-3-carboxamide